FC(C=1C=C(C(=C(C#N)C1)C)OC1=C(N=CN(C1=O)CC1=C(N=C(NC1=O)C)C)C(F)(F)F)F 5-(difluoromethyl)-3-((1-((2,4-dimethyl-6-oxo-1,6-dihydropyrimidin-5-yl)methyl)-6-oxo-4-(trifluoromethyl)-1,6-dihydropyrimidin-5-yl)oxy)-2-methylbenzonitrile